C1(CC1)NC(=O)C=1C=C(C2=C(C(CO2)C2=CC=CC=C2)C1)C(=O)NC N5-cyclopropyl-N7-methyl-3-phenyl-2,3-dihydrobenzofuran-5,7-dicarboxamide